COC1=C(CC(N)C)C=C(C(=C1)OCC)OC 2,5-dimethoxy-4-ethoxyamphetamine